tributyl-triisooctyl-tin C(CCC)C(C([Sn](CCCCCC(C)C)CCCCCC(C)C)(CCCC)CCCC)CCCC(C)C